1-(4-tolyl)-N-(2-oxo-1-propyl-1,2,3,4-tetrahydroquinolin-6-yl)methanesulfonamide C1(=CC=C(C=C1)CS(=O)(=O)NC=1C=C2CCC(N(C2=CC1)CCC)=O)C